CN(CCCCCCCCCCCCCCCCCCCCCCCCC[NH-])C N-(3-(dimethylamino)propyl)behenyl-amide